BrC=1C=C(COC2=C(C(=CC=C2)O)C(C)=O)C=C(C1)Br 1-(2-((3,5-dibromobenzyl)oxy)-6-hydroxyphenyl)ethan-1-one